ClC=1C(=NC(=NC1)NC=1C=C(C=NC1)N1C(CCC1)=O)C1=NNC(=C1)C1CC1 1-(5-((5-chloro-4-(5-cyclopropyl-1H-pyrazol-3-yl)pyrimidin-2-yl)amino)pyridin-3-yl)pyrrolidin-2-one